N1CC(C1)CN(C=1C2=C(N=C(N1)OC[C@]13CCCN3C[C@@H](C1)F)CN(CC2)C2=CC=CC1=CC=CC(=C21)Cl)C N-(azetidin-3-ylmethyl)-7-(8-chloronaphthalen-1-yl)-2-(((2R,7aS)-2-fluorohexahydro-1H-pyrrolizin-7a-yl)methoxy)-N-methyl-5,6,7,8-tetrahydropyrido[3,4-d]pyrimidin-4-amine